CN1N=CC(=C1)C=1C=C(N=NC1)O 5-(1-methyl-1H-pyrazol-4-yl)pyridazin-3-ol